3-(((9H-fluoren-9-yl)methoxy)carbonyl)but-3-enoic acid C1=CC=CC=2C3=CC=CC=C3C(C12)COC(=O)C(CC(=O)O)=C